OC(C=CCC1[13C](CCC1)=O)C 2-(4-hydroxypent-2-en-1-yl)cyclopentan-1-one-13C